N1=CC(=CC=C1)NC(CCCC1=CC=C(C=C1)C=1N=CSC1)=O N-(pyridin-3-yl)-4-(4-(thiazol-4-yl)phenyl)butanamide